COP(=O)(OC)C(C(=O)O)(OC1=C(C=C(C=C1)Cl)Cl)CC.BrC1=CC2=CC=CC=C2C=C1C1=C(C=CC=C1)Br 2-bromo-3-(2-bromophenyl)naphthalene (Dimethoxyphosphoryl)-ethyl-(2,4-dichlorophenoxy)acetate